C(C)OC1CCC(CC1)NC1=NC=C(C(=N1)NC1CCC(CC1)O)C#N 2-((1r,4r)-4-ethoxycyclohexylamino)-4-((1r,4r)-4-hydroxycyclohexylamino)pyrimidine-5-carbonitrile